F[B-](F)(F)F.C1(=CC=CC=C1)C=1[N+]2=C(C=3N(C1)C1=C(N3)C=CC=C1)C=CC=C2 6-Phenylbenzimidazo[1,2-a]pyrido[2,1-c]pyrazin-5-ium tetrafluoroborate